(R)-2-((2-((2-(4,4-difluoropiperidin-1-yl)-6-methoxy-7-(3-(pyrrolidin-1-yl)propoxy)quinazolin-4-yl)amino)propyl)amino)ethan-1-ol FC1(CCN(CC1)C1=NC2=CC(=C(C=C2C(=N1)N[C@@H](CNCCO)C)OC)OCCCN1CCCC1)F